3-methoxy-N,N-dimethyl-4-{[3-(4-{[(1R,4R)-4-(dimethylamino)cyclohexyl]amino}-1-(2,2,2-trifluoroethyl)-1H-indol-2-yl)prop-2-yn-1-yl]amino}benzene-1-sulfonamide COC=1C=C(C=CC1NCC#CC=1N(C2=CC=CC(=C2C1)NC1CCC(CC1)N(C)C)CC(F)(F)F)S(=O)(=O)N(C)C